CYCLOHEXYLMETHYLBORONIC ACID C1(CCCCC1)CB(O)O